O[C@@H]1CN(CC1)C(=O)C1=CC(=NC(=C1)C(F)(F)F)N1C(C2=CC(=CC=C2C1)C1(COC1)CC1=NN=CN1C)=O (S)-2-(4-(3-Hydroxypyrrolidine-1-carbonyl)-6-(trifluoromethyl)pyridin-2-yl)-6-(3-((4-methyl-4H-1,2,4-triazol-3-yl)methyl)oxetan-3-yl)isoindolin-1-one